N=1C=C(C2=CC=C3C(=CNS3)C21)S(=O)(=O)N pyrrolo[2,3-e][1,2]Benzothiazole-3-sulfonamide